di-tert-butyl 1-(3-vinyltetrahydrofuran-3-yl)hydrazine-1,2-dicarboxylate C(=C)C1(COCC1)N(NC(=O)OC(C)(C)C)C(=O)OC(C)(C)C